(S)-2-amino-3-methoxy-1-(4-(3-(trifluoromethoxy)phenyl)piperazin-1-yl)propan-1-one N[C@H](C(=O)N1CCN(CC1)C1=CC(=CC=C1)OC(F)(F)F)COC